ClC1=CC=2N(C=C1)C=C(N2)C(=O)NNC(=S)NC(C2=CC=CC=C2)=O N-(2-(7-chloroimidazo[1,2-a]pyridine-2-carbonyl)hydrazine-1-carbonothioyl)benzamide